deoxy-2'-fluoro-beta-D-arabinosylguanosine F[C@@]1([C@@](O[C@@H]([C@H]1O)CO)(N1C=NC=2C(=O)NC(N)=NC12)[C@H]1C[C@H](O)[C@H](O)CO1)O